2-((2S)-4-((1S)-4-chloro-2'-((hexahydro-1H-pyrrolizin-3-yl)methoxy)-3-methyl-5',8'-dihydro-6'H-spiro[indene-1,7'-quinazolin]-4'-yl)-1-(2-fluoropropenyl)piperazin-2-yl)acetonitrile ClC1=C2C(=C[C@@]3(CCC=4C(=NC(=NC4C3)OCC3CCC4CCCN34)N3C[C@@H](N(CC3)C=C(C)F)CC#N)C2=CC=C1)C